OC1=C(C=C(C(=O)OC)C=C1)S(=O)(=O)C(F)(F)F Methyl 4-hydroxy-3-trifluoromethanesulfonylbenzoate